C1=CC=CC=2C3=CC=CC=C3C(C12)COC(=O)N1CC(CCC1)C(=O)O 1-(((9H-fluoren-9-yl)methoxy)carbonyl)piperidine-3-carboxylic acid